CN(C(OC(C)(C)C)=O)[C@@H]1CNCC1 (S)-tert-butyl methyl(pyrrolidin-3-yl)carbamate